COCCN1C(=C(C=2C(=C3C(=NC21)CCCCC3)N)C)C 1-(2-methoxyethyl)-2,3-dimethyl-1,5,6,7,8,9-hexahydrocyclohepta[b]pyrrolo[3,2-e]pyridin-4-amine